FC=1C(=NC(=CC1)C=1SC(=NN1)C)OC1CN(C1)C=O (3-((3-fluoro-6-(5-methyl-1,3,4-thiadiazol-2-yl)pyridin-2-yl)oxy)azetidin-1-yl)methanone